N1=C(NC2=C1C=CC=C2)C=2C(OC1=CC(=CC=C1C2)N(CCC)CCC)=O 3-(2-benzimidazolyl)-7-(dipropylamino)-coumarine